4-[2-isopropoxyethyl-[4-(5,6,7,8-tetrahydro-1,8-naphthyridin-2-yl)butyl]amino]-2-[[2-methyl-5-(trifluoromethyl)oxazole-4-carbonyl]amino]butanoic acid C(C)(C)OCCN(CCC(C(=O)O)NC(=O)C=1N=C(OC1C(F)(F)F)C)CCCCC1=NC=2NCCCC2C=C1